FC1=CC(=C(C=C1)C1=CC(=CC=C1)C=1OC2=C(N1)C=C(C=C2C(F)(F)F)C=O)C2=NN=CN2C 2-(4'-Fluoro-2'-(4-methyl-4H-1,2,4-triazol-3-yl)-[1,1'-biphenyl]-3-yl)-7-(trifluoromethyl)benzo[d]oxazole-5-carbaldehyde